N[C@H](CO)C1=CC(=CC(=C1)OC)F (2S)-2-amino-2-(3-fluoro-5-methoxy-phenyl)ethanol